CS(=O)(=O)C1=CC=C(CNC(=O)C=2C(N(C(=C(C2)C(=O)N(N)C(C(C)C)=O)C)C2=CC(=CC=C2)C(F)(F)F)=O)C=C1 5-(N1-isobutyryl-hydrazinocarbonyl)-6-methyl-2-oxo-1-(3-trifluoromethyl-phenyl)-1,2-dihydro-pyridine-3-carboxylic acid 4-methanesulfonyl-benzylamide